C(CCCCCCC=CCC=CCCCCCCCC)(=O)[O-].[Na+].C(#N)C=1C=CC(=C(C1)C1=CC(=NC=C1C(=O)NC=1SC2=NC(=CC=C2N1)C1=CC=C(C=C1)NC(CC)=O)C)OC 4-(5-cyano-2-methoxyphenyl)-6-methyl-N-(5-(4-propionamidophenyl)thiazolo[5,4-b]pyridin-2-yl)nicotinamide sodium 8,11-eicosadienoate